C(C(C)C)N1N=CC=C1 1-isobutylpyrazol